N1-(6-chloropyridin-3-yl)-N6-(cyclopropylmethyl)isoquinoline-1,6-diamine formate C(=O)O.ClC1=CC=C(C=N1)NC1=NC=CC2=CC(=CC=C12)NCC1CC1